C12CNCC(CC1)N2C2=NC=1CCN(CC1C=C2)C(COC2=CC=CC=C2)=O 1-(2-(3,8-diazabicyclo[3.2.1]oct-8-yl)-7,8-dihydro-1,6-naphthyridin-6(5H)-yl)-2-phenoxyethan-1-one